C(C)(C)(C)OC(CC(COCC1=CC=CC=C1)O[Si](C)(C)C(C)(C)C)=O 4-(benzyloxy)-3-[(tert-butyldimethylsilyl)oxy]butanoic acid tert-butyl ester